CC=1NC2=CC=CC=C2C1C=1CCN(CC1)CC1=CC=C(OCC(=O)NO)C=C1 2-(4-((4-(2-methyl-1H-indol-3-yl)-3,6-dihydropyridin-1(2H)-yl)methyl)phenoxy)-N-hydroxyacetamide